tetratriacontyl laurate C(CCCCCCCCCCC)(=O)OCCCCCCCCCCCCCCCCCCCCCCCCCCCCCCCCCC